C1CCC2=C(C=3CCCC3C=C12)NC=1NC(=NN1)C(=O)[O-].[Na+] sodium 5-((1,2,3,5,6,7-hexahydro-s-indacen-4-yl)amino)-4H-1,2,4-triazole-3-carboxylate